5-({4-[({2-[methyl(methylsulfonyl)amino]pyridin-3-yl}methyl)amino]-5-(trifluoromethyl)pyrimidin-2-yl}amino)pyridine-2-carboxamide CN(C1=NC=CC=C1CNC1=NC(=NC=C1C(F)(F)F)NC=1C=CC(=NC1)C(=O)N)S(=O)(=O)C